8-methyl-10-(1-((6-methyl-2-(1-(tetrahydro-2H-pyran-4-yl)-1H-pyrazol-4-yl)pyridin-3-yl)amino)ethyl)-4,5-dihydro-3H,6H-2,2a,5a-triazaaceanthrylen-6-one CC=1C=C2C(N3CCCN4N=CC(C2=C(C1)C(C)NC=1C(=NC(=CC1)C)C=1C=NN(C1)C1CCOCC1)=C43)=O